N-(5-cyclopropylpyridin-2-yl)-1H-indol-6-amine C1(CC1)C=1C=CC(=NC1)NC1=CC=C2C=CNC2=C1